(5-amino-1-{6-[(2,6-difluorophenyl)oxy]-4-methylpyridin-3-yl}pyrazol-4-yl)[6-(oxetan-3-ylmethyl)-6,7,8,9-tetrahydro-3H-pyrrolo[3,2-f]quinolin-2-yl]methanone NC1=C(C=NN1C=1C=NC(=CC1C)OC1=C(C=CC=C1F)F)C(=O)C1=CC2=C3CCCN(C3=CC=C2N1)CC1COC1